BrCCCCCCCCCC(=O)OC(C)(C)C tert-butyl 10-bromodecanoate